C(C)O[C@H]1C[C@@H](N(CC1)C1CCC2=C1C=1C=CNC1C(=C2)C)C2=CC=C(C(=O)O)C=C2 4-((2r,4r)-4-ethoxy-1-(4-methyl-3,6,7,8-tetrahydrocyclopenta[e]indol-8-yl)piperidin-2-yl)benzoic acid